(1R,3S)-3-(3-{[(2-methyl-1,3-oxazol-5-yl)acetyl]amino}-1H-pyrazol-5-yl)cyclopentyl[(2ξ)-2-(hydroxymethyl)butyl]carbamate CC=1OC(=CN1)CC(=O)NC1=NNC(=C1)[C@@H]1C[C@@H](CC1)N(C([O-])=O)CC(CC)CO